[I-].C(C)[N+]1=CN(C2=C1C=CC=C2)CC 1,3-Diethylbenzimidazolium iodide